6-chloro-N-[5-(2-fluoroethoxy)-4-methoxy-pyrimidin-2-yl]-7-(2-pyrimidinyl)-1H-indole-3-sulfonamide ClC1=CC=C2C(=CNC2=C1C1=NC=CC=N1)S(=O)(=O)NC1=NC=C(C(=N1)OC)OCCF